ClCC1(CC=C(C=C1)C1=CC=CC=C1)CCl 4,4-bis-chloromethyl-biphenyl